FC(C1=CC=C2C=C(NC2=C1)C=O)(F)F 6-(trifluoromethyl)-1H-indole-2-carbaldehyde